diethylene glycol monot-butyl ether C(C)(C)(C)OCCOCCO